CC1=NN(C(=C1)C1=NSC=2C1=NC(=CC2C2(CCCCC2)C#N)N2[C@@H](COCC2)C)C2OCCCC2 {3-[3-methyl-1-(oxan-2-yl)-1H-pyrazol-5-yl]-5-[(3R)-3-methylmorpholin-4-yl]-[1,2]thiazolo[4,5-b]pyridin-7-yl}cyclohexane-1-carbonitrile